3-(7-ethynyl-3-(tetrahydro-2H-pyran-2-yl)-3H-imidazo[4,5-b]Pyridin-5-yl)-2-methoxybenzonitrile C(#C)C1=C2C(=NC(=C1)C=1C(=C(C#N)C=CC1)OC)N(C=N2)C2OCCCC2